C1(CCC1)C1(CCC1)NC(=O)C1=NC(=CC=C1OC)NC1=CC(=CC(=C1)F)F N-(1-cyclobutylcyclobutyl)-6-(3,5-difluoroanilino)-3-methoxy-pyridine-2-carboxamide